C(CCCC)C1=C(C(=CC=C1)CCCCC)C=1C(=NC(N1)=[Pd])C1=C(C=CC=C1CCCCC)CCCCC (bis(2,6-bis-pentylphenyl)imidazole-2-ylidene)palladium